O1C(CCCC1)OCCOCCCCCCCCCCCCNC(OC(C)(C)C)=O tert-butyl (12-(2-((tetrahydro-2H-pyran-2-yl)oxy)ethoxy)dodecyl)carbamate